2-(2-cyclopropoxypyridin-3-yl)-7-methyl-9-(4-(1-methyl-4-(trifluoromethyl)-1H-imidazol-2-yl)benzyl)-7,9-dihydro-8H-purin-8-one C1(CC1)OC1=NC=CC=C1C1=NC=C2N(C(N(C2=N1)CC1=CC=C(C=C1)C=1N(C=C(N1)C(F)(F)F)C)=O)C